4-(3-(triphenylen-2-yl)phenyl)dibenzothiophene C1=C(C=CC=2C3=CC=CC=C3C3=CC=CC=C3C12)C=1C=C(C=CC1)C1=CC=CC2=C1SC1=C2C=CC=C1